((R)-N-(tert-Butoxycarbonyl)-3-fluoro-4-methylphenylsulfonimidoyl)-L-proline C(C)(C)(C)OC(=O)N=[S@](=O)(C1=CC(=C(C=C1)C)F)N1[C@@H](CCC1)C(=O)O